3-(2-(2-cyano-5-(trifluoromethoxy)phenyl)-1,2,3,4-tetrahydroisoquinolin-6-yl)propionic acid C(#N)C1=C(C=C(C=C1)OC(F)(F)F)N1CC2=CC=C(C=C2CC1)CCC(=O)O